C1(CC1)NC1CN(CC1)C1=CC=C2C(=N1)OCC=1C=C(C=CC12)C1=CN=NC(=C1)OC N-cyclopropyl-1-[8-(6-methoxypyridazin-4-yl)-6H-isochromeno[3,4-b]pyridin-3-yl]pyrrolidin-3-amine